NC1=C(C=C(C=N1)NC(C(=O)N1[C@H](CC[C@@H](C1)C)C=1C=CC2=C(N=C(S2)CCN2CCCC2)C1)=O)CC N-(6-amino-5-ethylpyridin-3-yl)-2-((2R,5S)-5-methyl-2-(2-(2-(pyrrolidin-1-yl)ethyl)benzo[d]thiazol-5-yl)piperidin-1-yl)-2-oxoacetamide